C(C)(C)C1=C(NC2=CC=C(C=C12)C1CN(C1)CC(=O)N(C)C)C=1C=C(C=2N(C1)N=CN2)OC 2-(3-(3-isopropyl-2-(8-methoxy-[1,2,4]triazolo[1,5-a]pyridin-6-yl)-1H-indol-5-yl)azetidin-1-yl)-N,N-dimethylacetamide